N,N-diethylaminomethyl-methyldiethoxysilane C(C)N(CC)C[Si](OCC)(OCC)C